normal-butyl glycidyl ether C(C1CO1)OCCCC